COC(CC=C)CC=C 4-methoxyhept-1,6-diene